2(S)-hydroxybutanedioic acid O[C@H](C(=O)O)CC(=O)O